1,3-bis[4-(3-aminophenoxy)-α,α-dimethylbenzyl]benzene NC=1C=C(OC2=CC=C(C(C)(C)C3=CC(=CC=C3)C(C3=CC=C(C=C3)OC3=CC(=CC=C3)N)(C)C)C=C2)C=CC1